COC([C@@H](COC)NC(=O)OC(C)(C)C)=O.ClC1=C(OC=2N=NC(=CC2C(=O)NC2=CC(=CC=C2)S(N)(=O)=O)C(F)(F)F)C=C(C=C1)F 3-(2-chloro-5-fluorophenoxy)-N-(3-sulfamoylphenyl)-6-(trifluoromethyl)pyridazine-4-carboxamide methyl-(R)-2-(t-butoxycarbonylamino)-3-methoxy-propionate